ClC1=C(CNC(=O)C2C=3C=CC=NC3C(CC2)CC(=O)OC(C)(C)C)C=CC=C1C(F)(F)F tert-butyl 2-(5-((2-chloro-3-(tri-fluoromethyl)benzyl)carbamoyl)-5,6,7,8-tetra-hydroquinolin-8-yl)acetate